(1r,4r)-methyl-4-cyclopropylcyclohexanecarboxylate COC(=O)C1CCC(CC1)C1CC1